C(CCCCCCC)[Si](OC)(OC)OC octyltrimethoxysilane